COC=1C=C(C(=O)N)C=CC1NCC#CC=1N(C2=CC=CC(=C2C1)NC1CCC(CC1)N1CC2(COC2)C1)CC(F)(F)F 3-methoxy-4-{[3-(4-{[(1R,4R)-4-{2-oxa-6-azaspiro[3.3]heptan-6-yl}cyclohexyl]amino}-1-(2,2,2-trifluoroethyl)-1H-indol-2-yl)prop-2-yn-1-yl]amino}benzamide